2-fluoro-4-(3-(2-fluoro-4-(3-methoxypyrrolidine-1-yl)phenyl)-7-(2,6-diazaspiro[3.3]heptane-2-yl)-3H-imidazo[4,5-b]pyridine-2-yl)benzonitrile FC1=C(C#N)C=CC(=C1)C1=NC=2C(=NC=CC2N2CC3(C2)CNC3)N1C1=C(C=C(C=C1)N1CC(CC1)OC)F